C1(CC1)C1=NN(C=2N=C(NC(C21)=O)CC2=NC=C(C=C2)OC)[C@@H](C)C=2C=NC(=CC2)C(F)(F)F 3-Cyclopropyl-6-[(5-Methoxypyridin-2-Yl)Methyl]-1-[(1S)-1-[6-(Trifluoromethyl)Pyridin-3-Yl]Ethyl]-1H,4H,5H-Pyrazolo[3,4-d]Pyrimidin-4-One